COC1=CC=C(C=C1)C12C(C(C1)(C2)B2OC(C(O2)(C)C)(C)C)B2OC(C(O2)(C)C)(C)C 2,2'-(3-(4-methoxyphenyl)bicyclo[1.1.1]pentane-1,2-diyl)bis(4,4,5,5-tetramethyl-1,3,2-dioxaborolane)